C[C@H](C1CCCC1P(C2CCCCC2)C3CCCCC3)P(C(C)(C)C)C(C)(C)C.C1CCCC1.[Fe] (R)-(-)-1-[(S)-2-(dicyclohexylphosphino)ferrocenyl]ethyldi-t-butylphosphine